N-(2-cyano-4-fluorophenyl)-5-fluoro-4-(3-oxo-5,6,7,8-tetrahydro[1,2,4]triazolo[4,3-a]pyridin-2(3H)-yl)-2-{[(2S)-1,1,1-trifluoropropan-2-yl]oxy}benzamide C(#N)C1=C(C=CC(=C1)F)NC(C1=C(C=C(C(=C1)F)N1N=C2N(CCCC2)C1=O)O[C@H](C(F)(F)F)C)=O